CN1N=CC=2C1=CN=CC2C2=CC=C(C=N2)N2C(N(C1=C2C=CC=C1)CC(=O)NCC(F)(F)F)=O 2-[3-[6-(1-methylpyrazolo[3,4-c]pyridin-4-yl)-3-pyridyl]-2-oxo-benzimidazol-1-yl]-N-(2,2,2-trifluoroethyl)acetamide